CC=1C(=NS(C1)=O)CCl methyl-chloromethyl-isothiazolone